C(C)C1=CC=C(C=C1)C=1N=CNC1 4-(4-ethylphenyl)-1H-imidazol